SS(CC)(CC)S dimercaptodiethyl-sulfur